ClC=1N=C(C(=NC1C1=CC=CC=2N(C=NC21)C)C(=O)N)NC2=CC=C(C=C2)N2CCOCC2 5-chloro-6-(1-methylbenzimidazol-4-yl)-3-(4-morpholinoanilino)pyrazine-2-carboxamide